tetrahydro-1H-pyrrole Zinc [Zn].N1CCCC1